OCC1CC(C1)C1=CC2=C(N=C(S2)CNC(OC(C)(C)C)=O)C=C1 tert-butyl ((6-((1r,3r)-3-(hydroxymethyl)cyclobutyl)benzo[d]thiazol-2-yl)methyl)carbamate